CC=1C=C(C=C(C1C1(C(C(=C(C2=CC=CC=C12)N)\N=N\[H])N)S(=O)(=O)O)C)C1=CC(=C(C(=C1)C)C1(C(C(=C(C2=CC=CC=C12)N)\N=N\[H])N)S(=O)(=O)O)C 1,1'-(3,3',5,5'-tetramethyl[1,1'-biphenyl]-4,4'-diyl)bis{2,4-diamino-3-[(E)-diazenyl]naphthalene-1-sulfonic acid}